FC(C(=O)O)(F)F.C(N)(=N)N1CCC(=CC1)C1=C(C=C(C=C1)NC(=O)C=1SC=CC1)F N-[4-(1-carbamimidoyl-1,2,3,6-tetrahydropyridin-4-yl)-3-fluorophenyl]thiophene-2-carboxamide trifluoroacetate